IC1=CN(C=2N=CN=C(C21)N)[C@@H]2CNCC2 (S)-5-iodo-7-(pyrrolidin-3-yl)-7H-pyrrolo[2,3-d]Pyrimidine-4-amine